C(CCC)[Si](OCC)(OCC)C butylmethyldiethoxysilan